[Ca+2].O=C([O-])CN(C)C(N)=N.O=C([O-])CN(C)C(N)=N creatine calcium salt